COC([C@@H](C(C)C)NC(=O)C1=CC(=NN1)C=1C=C(C=CC1)C=1OC(=CN1)C(=O)N[C@H](C(=O)OCC)C(C)C)=O (S)-Ethyl 2-(2-(3-(5-(((R)-1-methoxy-3-methyl-1-oxobutan-2-yl) carbamoyl)-1H-pyrazol-3-yl) phenyl) oxazole-5-carboxamido)-3-methylbutyrate